CNC(=O)C1=CC=C2C=CC(=NC2=C1)C1=CC=C(C=C1)C(F)(F)F N-methyl-2-(4-(trifluoromethyl)phenyl)quinoline-7-carboxamide